C1(=CC=CC=C1)NC1=CC=C(C=C1)C1=CC=CC=C1 N-phenyl-(1,1'-biphenyl)-4-amine